N-Methyl-N-hydroxyethyl-p-toluidine CC1=CC=C(C=C1)N(C)CCO